CN1C(C2=C(CCCC1)C(=CN2)C2=NC(=NC=C2C(F)(F)F)N[C@@H]2CNCCC2)=O 8-methyl-3-(2-{[(3S)-piperidin-3-yl]amino}-5-(trifluoromethyl)pyrimidin-4-yl)-1H,4H,5H,6H,7H,8H,9H-pyrrolo[2,3-c]azocin-9-one